1-(4-benzyloxyphenyl)-6-[tert-butyl-(dimethyl)silyl]oxy-tetralin-1-ol C(C1=CC=CC=C1)OC1=CC=C(C=C1)C1(CCCC2=CC(=CC=C12)O[Si](C)(C)C(C)(C)C)O